N1=CC(=CC=C1)CN1C2=CC=CC(=C2C=2C(=CC=CC12)OCC(=O)O)C(N)=O {9-[(3-Pyridyl)methyl]-5-carbamoylcarbazol-4-yl}oxyacetic acid